6-(2-Hydroxy-3-methoxyfurfurylamino)-9-β-D-arabinofuranosylpurin OC1(CNC2=C3N=CN(C3=NC=N2)[C@H]2[C@@H](O)[C@H](O)[C@H](O2)CO)C(C=CO1)OC